Cyclohexyl methacrylat C(C(=C)C)(=O)OC1CCCCC1